5-bromo-2-[[(3S)-4,4-difluoro-1-(isoquinoline-4-carbonyl)-3-piperidyl]amino]-N-[(3R)-pyrrolidin-3-yl]-3-(trifluoromethyl)benzamide BrC=1C=C(C(=C(C(=O)N[C@H]2CNCC2)C1)N[C@H]1CN(CCC1(F)F)C(=O)C1=CN=CC2=CC=CC=C12)C(F)(F)F